2-((5-(2-((R)-6-(((S)-3-amino-2-methyl-3-oxopropyl)amino)-2-methylhex-3-yl)-2,6-diazaspiro[3.4]oct-6-yl)-1,2,4-triazin-6-yl)oxy)-5-fluoro-N,N-diisopropylbenzamide NC([C@H](CNCCC[C@H](C(C)C)N1CC2(C1)CN(CC2)C=2N=CN=NC2OC2=C(C(=O)N(C(C)C)C(C)C)C=C(C=C2)F)C)=O